C1(CCCC2=CC=CC=C12)C1=NC=CN=C1 (1,2,3,4-tetrahydronaphthalen-1-yl)pyrazine